4-(3,8-diazabicyclo[3.2.1]octan-3-yl)-7-(8-chloro-7-fluoronaphthalen-1-yl)-2-(((S)-1-methylpyrrolidin-2-yl)methoxy)-5,6,7,8-tetrahydropyrido[3,4-d]pyrimidine C12CN(CC(CC1)N2)C=2C1=C(N=C(N2)OC[C@H]2N(CCC2)C)CN(CC1)C1=CC=CC2=CC=C(C(=C12)Cl)F